BrC=1C=CC=2N(C1)C(=NN2)C 6-bromo-3-methyl-[1,2,4]triazolo[4,3-a]pyridine